C(C1=CC=CC=C1)OC=1C=CC(=C2C=CC=NC12)[C@H](CN1CCN(CC1)CC1=CC=C(C=C1)Br)O (R)-8-(benzyloxy)-5-(2-(4-(4-bromobenzyl)piperazin-1-yl)-1-hydroxyethyl)quinoline